CN(S(=O)(=O)N1CCN(CC1)C1=C2C(=NC(=C1)NC(=O)C1CC1)NC=C2)C N-(4-(4-(N,N-dimethylsulfamoyl)piperazin-1-yl)-1H-pyrrolo[2,3-b]pyridin-6-yl)cyclopropylcarboxamide